3-carbamimidamido-2-sulfanylpropanoic acid N(C(=N)N)CC(C(=O)O)S